3-[5-[(E)-2-ethoxyvinyl]-3-methyl-2-oxo-benzimidazol-1-yl]piperidine-2,6-dione C(C)O/C=C/C1=CC2=C(N(C(N2C)=O)C2C(NC(CC2)=O)=O)C=C1